C(C)(C)C=1C=C(C=CC1)N1C(N(CC1)C=1C=C2CN(C(C2=CC1)=O)C1C(NC(CC1)=O)=O)=O 3-(5-(3-(3-isopropylphenyl)-2-oxoimidazolidin-1-yl)-1-oxoisoindolin-2-yl)piperidine-2,6-dione